C(C1=CC=CC=C1)OC=1C=C(C=CC1OC)N1CCC(C2=C(C(=C(C=C12)OC)OC)OC)=O 1-(3-(Benzyloxy)-4-methoxyphenyl)-5,6,7-trimethoxy-2,3-dihydroquinolin-4(1H)-one